[Cl-].[Cl-].C(C1=CC=CC=C1)C(CC1=CC=CC=C1)=[Zr+2](C1=C(C(=CC=2C3=CC(=C(C=C3CC12)C1=CC(=CC(=C1)C)C)C(C)(C)C)C(C)(C)C)C1=CC(=CC(=C1)C)C)C1C=CC=C1 dibenzylmethylene(cyclopentadienyl)(2,7-di-(3,5-dimethylphenyl)-3,6-di-tert-butylfluorenyl)zirconium dichloride